(5-(8-(tert-butoxycarbonyl)-3,8-diazabicyclo[3.2.1]oct-3-yl)-6-methylpyridin-3-yl)boronic acid C(C)(C)(C)OC(=O)N1C2CN(CC1CC2)C=2C=C(C=NC2C)B(O)O